CC1(C2=CC=CC=C2C(C=2C3=C(OC21)C=CC=C3)=O)C 6,6-dimethyl-6H-benzo[b]naphtho[2,3-d]furan-11-one